tert-butyl (S)-3-((2-nitro-3-(trifluoromethyl)phenyl)amino)pyrrolidine-1-carboxylate [N+](=O)([O-])C1=C(C=CC=C1C(F)(F)F)N[C@@H]1CN(CC1)C(=O)OC(C)(C)C